L-2-amino-3-(3,4-dihydroxyphenyl)-2-methyl-propionic acid NC(C(=O)O)(CC1=CC(=C(C=C1)O)O)C